(1E)-pyridine N1=CC=CC=C1